[Fe].[B].[C] carbon boron iron